OB1OC2=C(C[C@@H]1NC([C@H](NC(C1=NC=C(C=C1)C(F)(F)F)=O)C1=CC=C(C=C1)P(=O)(O)O)=O)C=CC=C2C(=O)O (R)-2-hydroxy-3-((R)-2-(4-phosphonophenyl)-2-(5-(trifluoromethyl)picolinamido)acetamido)-3,4-dihydro-2H-benzo[e][1,2]oxaborinine-8-carboxylic acid